(Z)-3-(2-(2-(2-((2-(2,6-dioxopiperidin-3-yl)-1,3-dioxoisoindolin-4-yl)amino)ethoxy)ethoxy)ethoxy)-N-(2-(4-(1,2-diphenylbut-1-en-1-yl)phenoxy)ethyl)-N-methylpropanamide O=C1NC(CCC1N1C(C2=CC=CC(=C2C1=O)NCCOCCOCCOCCC(=O)N(C)CCOC1=CC=C(C=C1)\C(=C(\CC)/C1=CC=CC=C1)\C1=CC=CC=C1)=O)=O